FC1(OC2=C(C=CC=3CCOC(C23)CN(C(OC(C)(C)C)=O)C)O1)F tert-butyl (2,2-difluoro-7,9-dihydro-6H-[1,3]dioxolo[4,5-h]isochromen-9-yl)methyl(methyl)carbamate